(R)-N-(3-(7-(2,6-difluoro-3,5-dimethoxyphenyl)-1,4,5,6,7,8-hexahydrocyclohepta[c]pyrazol-3-yl)-1-methyl-1H-pyrazol-4-yl)acrylamide (3,5-di-tertiary butyl-4-hydroxyphenyl)phosphite C(C)(C)(C)C=1C=C(C=C(C1O)C(C)(C)C)OP(O)O.FC1=C(C(=C(C=C1OC)OC)F)[C@@H]1CCCC2=C(NN=C2C2=NN(C=C2NC(C=C)=O)C)C1